ClC=1C=C(C=C(C1)NS(=O)(=O)C)NC(=O)C1=CN(C(=C1)C1=NC=C(C=C1F)N1CC(CC1)(F)F)C N-(3-chloro-5-(methylsulfonamido)phenyl)-5-(5-(3,3-difluoropyrrolidin-1-yl)-3-fluoropyridin-2-yl)-1-methyl-1H-pyrrole-3-carboxamide